C(C)(C)(C)OC(=O)N1C(OC[C@@H]1C1=CC=C(C=C1)O)(C)C.C1(=CCCCC1)C[C@H]1N(CCCC1)S(=O)(=O)C1=CC=C(C=C1)[N+](=O)[O-] (S)-2-(cyclohexenylmethyl)-1-((4-nitrophenyl)sulfonyl)piperidine tert-butyl-(S)-4-(4-hydroxyphenyl)-2,2-dimethyloxazolidine-3-carboxylate